C(C1=CC=CC=C1)OCC1CC(C1)N 3-(Benzyloxymethyl)cyclobutanamine